4'-(cyanomethyl)-[1,1'-biphenyl] C(#N)CC1=CC=C(C=C1)C1=CC=CC=C1